6-(2,6-dimethylphenyl)-4-(2-hydroxy-5-methylphenyl)-3-(4-nitrophenyl)-1-phenyl-5,6-dihydro-1H-pyrrolo[3,4-b]pyridine-2,7-dione CC1=C(C(=CC=C1)C)N1C(C=2N(C(C(=C(C2C1)C1=C(C=CC(=C1)C)O)C1=CC=C(C=C1)[N+](=O)[O-])=O)C1=CC=CC=C1)=O